(E)-4-(3-(1-(3-nitro-1H-indol-1-yl)cyclopropyl)acryloyl)-N,N-dipropylbenzenesulfonamide [N+](=O)([O-])C1=CN(C2=CC=CC=C12)C1(CC1)/C=C/C(=O)C1=CC=C(C=C1)S(=O)(=O)N(CCC)CCC